C1(=CC=CC=C1)CC[C@@H](CCC)N (R)-1-phenylhexane-3-amine